C1(=CC=CC=C1)C(CCC(I)C1=CC=CC=C1)I 1,4-diphenyl-1,4-diiodobutane